cadmium-arsenic-copper [Cu].[As].[Cd]